(S)-3-(quinolin-4-ylcarbamoyl)pyrrolidine-1-carboxylic acid tert-butyl ester C(C)(C)(C)OC(=O)N1C[C@H](CC1)C(NC1=CC=NC2=CC=CC=C12)=O